n-ethyl-6-((6-((8-(hydroxyamino)-8-oxooctyl)oxy)-7-methoxyquinazolin-4-yl)oxy)-2-methylbenzofuran-3-carboxamide C(C)NC(=O)C1=C(OC2=C1C=CC(=C2)OC2=NC=NC1=CC(=C(C=C21)OCCCCCCCC(=O)NO)OC)C